2-ETHOXY-3-METHOXYPROPANOIC ACID C(C)OC(C(=O)O)COC